Cl[C@H](C(=O)N(NC(=O)[C@@H]1[C@H]2C([C@H]2CN1C(\C=C\C1=CC(=CC(=C1)F)F)=O)(C)C)C[C@H]1C(NCC1)=O)F (1R,2S,5S)-N'-[(2R)-2-chloro-2-fluoro-acetyl]-3-[(E)-3-(3,5-difluorophenyl)prop-2-enoyl]-6,6-dimethyl-N'-[[(3S)-2-oxopyrrolidin-3-yl]methyl]-3-azabicyclo[3.1.0]hexane-2-carbohydrazide